1,2,3,4-tetrachloronaphthalene ClC1=C(C(=C(C2=CC=CC=C12)Cl)Cl)Cl